Natrium diphosphat [O-]P([O-])(=O)OP(=O)([O-])[O-].[Na+].[Na+].[Na+].[Na+]